CC1=C(C(NC(=C1)C)=O)CC1=C(C(=C(C(=O)N)C(=C1C=1C=C2CCC(C2=CC1F)N1CCOCC1)F)C)N(C1CCOCC1)CC ((4,6-dimethyl-2-oxo-1,2-dihydropyridin-3-yl)methyl)-3-(ethyl(tetrahydro-2H-pyran-4-yl)amino)-6-fluoro-5-(6-fluoro-1-morpholino-2,3-dihydro-1H-inden-5-yl)-2-methylbenzamide